BrC1=CC=C2C(CC3(CCN(CC3)CC=3OC(=NN3)C3=CC(=C(C(=C3)OC)OC)OC)OC2=C1)O 7-bromo-1'-((5-(3,4,5-trimethoxyphenyl)-1,3,4-oxadiazol-2-yl)methyl)spiro-[chromane-2,4'-piperidin]-4-ol